NC1=C(C=C(C=C1C(=O)O)OC1=CC(=C(C(=C1)C(=O)O)N)C(=O)O)C(=O)O bis(4-amino-3,5-dicarboxyphenyl) ether